[Na+].[Na+].C1(=CC=CC=C1)OP(=O)([O-])[O-] phenylphosphate disodium Salt